C(C)C1=NC=CC2=C(C=CC=C12)C(C(=O)O)N1CC(C1)OCCCCCC1=NC=2NCCCC2C=C1 2-(1-ethylisoquinolin-5-yl)-2-(3-(5-(5,6,7,8-tetrahydro-1,8-naphthyridin-2-yl)pentyloxy)azetidin-1-yl)acetic acid